2-(1-(thiazol-5-yl)cyclopropyl)-5,6,7,8-tetrahydropyrido[4,3-d]pyrimidin-4(3H)-one S1C=NC=C1C1(CC1)C=1NC(C2=C(N1)CCNC2)=O